BrCC1=C(C=CC=C1)\C(\C(=O)O)=N/OC (E)-2-(2'-bromomethylphenyl)-methoxyiminoacetic acid